FC1=C(CNC(=O)C2CCN(CC2)C2=NC(=CC=C2)C)C=CC(=C1C=1NC(C=C(N1)C(F)(F)F)=O)C(F)(F)F N-{2-fluoro-3-[6-oxo-4-(trifluoromethyl)-1,6-dihydropyrimidin-2-yl]-4-(trifluoromethyl)benzyl}-1-(6-methylpyridin-2-yl)piperidine-4-carboxamide